CC1(CC=2C=C3CCC(C3=CC2C1)=O)C 6,6-dimethyl-3,5,6,7-tetrahydro-s-indacen-1(2H)-one